2-Nonadec-5-enylbenzene-1,3-diol C(CCCC=CCCCCCCCCCCCCC)C1=C(C=CC=C1O)O